N-(5-cyclobutyl-1H-pyrazol-3-yl)-2-(4-(4-((2-(2,4-dioxotetrahydropyrimidin-1(2H)-yl)-1-oxoisoindolin-5-yl)methyl)piperazin-1-yl)phenyl)acetamide C1(CCC1)C1=CC(=NN1)NC(CC1=CC=C(C=C1)N1CCN(CC1)CC=1C=C2CN(C(C2=CC1)=O)N1C(NC(CC1)=O)=O)=O